2-nonylcyclohexan-1-one C(CCCCCCCC)C1C(CCCC1)=O